O1[C@@H](COCC1)CNC(=O)C1=C(C2=C(CCC3=CN(N=C23)CC2CCN(CC2)C(COC)=O)O1)C(F)(F)F N-{[(2R)-1,4-Dioxan-2-yl]methyl}-2-{[1-(methoxyacetyl)piperidin-4-yl]methyl}-8-(trifluoromethyl)-4,5-dihydro-2H-furo[2,3-g]indazol-7-carboxamid